3-(((4-(2-Azidopropan-2-yl)-6-chloro-2,7-naphthyridin-1-yl)oxy)methyl)tetrahydrothiophene 1,1-dioxide N(=[N+]=[N-])C(C)(C)C1=CN=C(C2=CN=C(C=C12)Cl)OCC1CS(CC1)(=O)=O